2-[[4-[5-(cyclopropoxy)-2-(2H-tetrazol-5-yl)phenyl]piperazin-1-yl]methyl]-1,3-benzothiazole C1(CC1)OC=1C=CC(=C(C1)N1CCN(CC1)CC=1SC2=C(N1)C=CC=C2)C=2N=NNN2